5-(2-(Benzylamino)pyrimidin-5-yl)pyridin-2(1H)-one C(C1=CC=CC=C1)NC1=NC=C(C=N1)C=1C=CC(NC1)=O